ClC1=NNC2=CC=C(C=C12)C1=NN=C(N1CC1=CC=C(C=C1)Cl)C 3-chloro-5-(4-(4-chlorobenzyl)-5-methyl-4H-1,2,4-triazol-3-yl)-1H-indazole